C(O)([O-])=O.C(C)N1C=[N+](C=C1)C 1-ethyl-3-methylimidazolium hydrogen carbonate